C(C)(=O)NC1=CC=C(C=N1)N1C=C(C(C2=CC(=C(C=C12)N1[C@H](CCC1)COC1=NC=CC=C1Cl)Cl)=O)C(=O)OCC (R)-ethyl 1-(6-acetamidopyridin-3-yl)-6-chloro-7-(2-(((3-chloropyridin-2-yl)oxy)methyl)pyrrolidin-1-yl)-4-oxo-1,4-dihydroquinoline-3-carboxylate